4-(4-methoxyphenyl)pyrrolidine COC1=CC=C(C=C1)C1CCNC1